7-hydroxy-8-(1-morpholinylmethyl)-3-acetylcoumarin OC1=CC=C2C=C(C(OC2=C1CN1CCOCC1)=O)C(C)=O